tris(3-methoxy-6-t-butylphenyl)phosphite COC=1C=C(C(=CC1)C(C)(C)C)OP(OC1=CC(=CC=C1C(C)(C)C)OC)OC1=CC(=CC=C1C(C)(C)C)OC